C(C)OC(C(C)(C1CNC(CC1)[N+](=O)[O-])C)=O 2-methyl-2-(6-nitropiperidin-3-yl)propionic acid ethyl ester